OOCCCCCSSCCCCCCC dioxa-8,9-dithiahexadecane